2-(2-(4-(2-azabicyclo[2.2.1]heptan-2-yl)-3-(1-(2,2,2-trifluoroethyl)-1H-indazole-3-carboxamido)benzamido)-5-fluorophenyl)acetic acid C12N(CC(CC1)C2)C2=C(C=C(C(=O)NC1=C(C=C(C=C1)F)CC(=O)O)C=C2)NC(=O)C2=NN(C1=CC=CC=C21)CC(F)(F)F